4-((S)-2-(5-((S)-1-(tert-butoxycarbonyl)-2-phenylethyl)oxazol-2-ylamino)-2-(2-methylthiazol-4-yl)ethyl)phenyl-sulfamic acid C(C)(C)(C)OC(=O)[C@@H](CC1=CC=CC=C1)C1=CN=C(O1)N[C@@H](CC1=CC=C(C=C1)NS(O)(=O)=O)C=1N=C(SC1)C